(((S)-3-ethyl-1,2,3,5,6,7-hexahydro-s-indacen-4-yl)carbamoyl)-6,7-dihydro-5H-pyrazolo[5,1-b][1,3]oxazine-3-sulfonimidamide C(C)[C@H]1CCC2=CC=3CCCC3C(=C12)NC(=O)C1=NN2C(OCCC2)=C1S(=O)(N)=N